quinazoline-7-carboxylic acid phenylallyl ester C1(=CC=CC=C1)C=CCOC(=O)C1=CC=C2C=NC=NC2=C1